2-Cyanoethyl (1-((3-chloro-4-fluorophenyl)carbamoyl)-2-methyl-2,4,5,6-tetrahydro cyclopenta[c]pyrrol-4-yl)carbamate ClC=1C=C(C=CC1F)NC(=O)C=1N(C=C2C1CCC2NC(OCCC#N)=O)C